(S)-3-(3-fluoro-4-(6-(2-propyl-2H-tetrazol-5-yl)pyridin-3-yl)phenyl)-5-(1-hydroxy-2-fluoro-ethyl)oxazolidin-2-one phosphate P(=O)(O)(O)O.FC=1C=C(C=CC1C=1C=NC(=CC1)C=1N=NN(N1)CCC)N1C(O[C@@H](C1)C(CF)O)=O